FC(C(=O)O)(F)F.S1C=C(C2=C1CNCC2)C(=O)O 4,5,6,7-tetrahydrothieno[2,3-c]pyridine-3-carboxylic acid trifluoroacetate